5-(4-(5-(2,4-difluorophenyl)-2,3-dimethylpyrido[3,4-b]pyrazin-7-yl)-5,6-dihydro-2H-pyran-2-yl)-1-methylpyridin-2(1H)-one FC1=C(C=CC(=C1)F)C1=NC(=CC=2C1=NC(=C(N2)C)C)C2=CC(OCC2)C=2C=CC(N(C2)C)=O